FC1=C(C(=CC=C1)C(F)(F)F)N1CCC(CC1)N1C(N(C=2C(C1)=CN(N2)C)CC2=C(C=CC=C2)C(F)(F)F)=O 5-[1-(2-fluoro-6-trifluoromethyl-phenyl)-piperidin-4-yl]-2-methyl-7-(2-trifluoromethyl-benzyl)-2,4,5,7-tetrahydro-pyrazolo[3,4-d]pyrimidin-6-one